tert-butyl (4-(1,3-dimethyl-1H-pyrazol-5-yl)-6-ethoxy-2,7-naphthyridin-1-yl)((5-fluoro-2,3-dihydrobenzofuran-4-yl)methyl)carbamate CN1N=C(C=C1C1=CN=C(C2=CN=C(C=C12)OCC)N(C(OC(C)(C)C)=O)CC1=C(C=CC2=C1CCO2)F)C